C(C1=CC=CC=C1)OC[C@H]1N(CCC1)C(C#CC(SC)=O)(C)C S-methyl (S)-4-(2-((benzyloxy) methyl) pyrrolidin-1-yl)-4-methylpent-2-ynethioate